2-(4-hydroxyphenyl)-5-(4-carboxyphenyl)-2H-tetrazole OC1=CC=C(C=C1)N1N=C(N=N1)C1=CC=C(C=C1)C(=O)O